(1R,2s)-N-(4-(2,6-dimethoxyphenyl)-5-(6-methoxy-2-pyridinyl)-4H-1,2,4-triazol-3-yl)-1-methoxy-1-(5-methyl-2-pyrimidinyl)-2-propanesulfonamide COC1=C(C(=CC=C1)OC)N1C(=NN=C1C1=NC(=CC=C1)OC)NS(=O)(=O)[C@H]([C@@H](C1=NC=C(C=N1)C)OC)C